FC(CN1N=CC=2C1=NC(=CN2)N2CCC1(CCCN(C1)C=1C=NC=C(C1)C(F)(F)F)CC2)F 9-[1-(2,2-difluoroethyl)-1H-pyrazolo[3,4-b]pyrazin-6-yl]-2-[5-(trifluoromethyl)pyridin-3-yl]-2,9-diazaspiro[5.5]undecane